2-[[7-(3,5-dimethylisoxazol-4-yl)-4-pyridin-2-yl-4,5-dihydroimidazo[1,5,4-de][1,4]benzoxazin-2-yl](methyl)amino]ethanol CC1=NOC(=C1C1=CC=C2C=3N(C(COC31)C3=NC=CC=C3)C(=N2)N(CCO)C)C